(13S)-15-(2-chloro-6-fluoro-phenyl)-13-methyl-4,7-dioxa-9-thia-11,14-diazatricyclo[8.5.0.02,8]pentadeca-1(10),2(8),14-triene-12-thione ClC1=C(C(=CC=C1)F)C1=N[C@H](C(NC=2SC=3OCCOCC3C12)=S)C